3-(4,5-dimethylthiazol-2-yl)-5-(triazol-2-yl)-2,5-diaminothiazole CC=1N=C(SC1C)N1C(SC(C1)(N)N1N=CC=N1)N